1-(3-Chlorophenyl)-N-[(1,5-dimethylpyrazol-3-yl)methyl]-6-(2-methyl-1-oxo-4,5-dihydro-3H-2-benzazepin-8-yl)-7-oxo-4,5-dihydropyrazolo[3,4-c]pyridine-3-carboxamide ClC=1C=C(C=CC1)N1N=C(C2=C1C(N(CC2)C2=CC1=C(CCCN(C1=O)C)C=C2)=O)C(=O)NCC2=NN(C(=C2)C)C